ClC=1C=C(C(=O)NCC2=C3C=NNC3=CC=C2)C=CC1F 3-chloro-4-fluoro-N-(1H-indazol-4-ylmethyl)benzamide